N-methoxy-N-[[4-[5-(trifluoromethyl)-1,2,4-oxadiazol-3-yl]phenyl]methyl]-cyclopropanecarboxamide CON(C(=O)C1CC1)CC1=CC=C(C=C1)C1=NOC(=N1)C(F)(F)F